C(C1=CC=CC=C1)N1C(C(O[C@H]([C@H]1CO[Si](C1=CC=CC=C1)(C1=CC=CC=C1)C(C)(C)C)C)(F)F)=O (5R,6S)-4-Benzyl-5-(((tert-butyldiphenylsilyl)oxy)methyl)-2,2-difluoro-6-methylmorpholin-3-one